C1=C(C=CC=2SC3=CC=CC=C3CC12)S(=O)(=O)N 9H-thioxanthene-2-sulfonamide